NC(CNC(OC(C)(C)C)=O)=S 1,1-dimethylethyl N-(2-amino-2-thioxoethyl)carbamate